4-(4-acryloyl-2-methylpiperazin-1-yl)-6-cyclopropyl-7-(2-hydroxyphenyl)-1-(2-isopropyl-4-methylpyridin-3-yl)pyrido[2,3-d]pyrimidin-2(1H)-one C(C=C)(=O)N1CC(N(CC1)C=1C2=C(N(C(N1)=O)C=1C(=NC=CC1C)C(C)C)N=C(C(=C2)C2CC2)C2=C(C=CC=C2)O)C